tert-butyl (4S)-4-carbamoyl-4-(4-iodo-1-oxo-3H-isoindol-2-yl)butanoate C(N)(=O)[C@H](CCC(=O)OC(C)(C)C)N1C(C2=CC=CC(=C2C1)I)=O